CC1([C@H](C1)C(=O)N1CC2(C1)CN(CC2COCC2=C(C(=O)OC(C)(C)C)C(=CC=C2)C2CCC1(CCC1)CC2)C(=O)C=2C=NN(C2)CC2=CC=C(C=C2)F)C tert-butyl 2-(((2-((S)-2,2-dimethylcyclopropane-1-carbonyl)-6-(1-(4-fluorobenzyl)-1H-pyrazole-4-carbonyl)-2,6-diazaspiro[3.4]octan-8-yl)methoxy)methyl)-6-(spiro[3.5]nonan-7-yl)benzoate